(R)-2-(4-(5-(7,8-dimethyl-[1,2,4]triazolo[1,5-a]pyridin-6-yl)-6-isopropyl-4H-pyrrolo[3,2-d]thiazol-2-yl)-3-methylpiperazin-1-yl)acetamide CC1=C(C=2N(C=C1C1=C(C=3N=C(SC3N1)N1[C@@H](CN(CC1)CC(=O)N)C)C(C)C)N=CN2)C